CCCCCCCCCCCCCCCC(CCCCCCCCCCCCCCC)=O hentriacontan-16-one